methyl 3-(3-(6-Aminopyridin-2-yl) phenyl)-2,2-dimethylpropionate NC1=CC=CC(=N1)C=1C=C(C=CC1)CC(C(=O)OC)(C)C